[Na].CC(CS(=O)(=O)O)(C)NC(C=C)=O 2-methyl-2-[(1-oxo-2-propenyl)amino]-1-Propanesulfonic acid sodium